COC1=C(C=CC(=C1)OC)N1C(C=C(C2=C1N=C(N=C2)NC2=CC=C(C=C2)N(C)CCN(C)C)C=C)=O 8-(2,4-dimethoxyphenyl)-2-((4-((2-(dimethylamino)ethyl)(methyl)amino)phenyl)amino)-5-vinylpyrido[2,3-d]pyrimidin-7(8H)-one